7-(cyclopropanecarbonyl)-5-methyl-6,7-dihydroimidazo[1,5-a]pyridin-8(5H)-one C1(CC1)C(=O)C1C(C=2N(C(C1)C)C=NC2)=O